1-bromo-3-(1-fluorocyclobutyl)benzene BrC1=CC(=CC=C1)C1(CCC1)F